NC(C)(C(CC(CCCCCCCCCCCCC)O)O)C 2-amino-2-methyl-octadecane-3,5-diol